FC=1C=C(CC=2C=C3C(=NNC3=CC2)NC(=O)C2=C(C=C(C=C2)N2CCN(CC2)C)NC(=O)C2=CNC=C2)C=C(C1)F 1H-pyrrole-3-carboxylic acid [2-[5-(3,5-difluoro-benzyl)-1H-indazol-3-ylcarbamoyl]-5-(4-methyl-piperazin-1-yl)-phenyl]-amide